[Cl-].NC=1\C(\C=C2CCCN=C2C1)=N\C=1C(=NN2C1C=CC=C2)N2CC[N+](CC2)(C)C 4-{3-[7-amino-3,4-dihydro-2H-quinolin-(6E)-ylideneamino]Pyrazolo[1,5-a]Pyridin-2-yl}-1,1-dimethylpiperazin-1-ium chloride